C1C2N(CCN1C1=CC=C(N)C=C1)CCC2 4-(hexahydropyrrolo[1,2-a]pyrazin-2(1H)-yl)aniline